N-[(S)-(4,4-Difluorocyclohexyl){3-[4-(2,2-difluoropropylcarbamoyl)tetrahydropyran-4-yl]imidazo[1,2-b][1,2,4]triazin-6-yl}methyl]-4-methyl-1,2,5-oxadiazole-3-carboxamide FC1(CCC(CC1)[C@H](NC(=O)C1=NON=C1C)C=1N=C2N(N=CC(=N2)C2(CCOCC2)C(NCC(C)(F)F)=O)C1)F